ClC1=CC=C2C(=CC(=NC2=C1Cl)OCCO)N1C=NC=C1 2-((7,8-dichloro-4-(1H-imidazol-1-yl)quinolin-2-yl)oxy)ethan-1-ol